CN1C=CC2=CC=CC(=C12)C=O methyl-1H-indole-7-carbaldehyde